C(C)OC1=CC=C(C(=O)O)C=C1 4-ethoxybenzoic acid